C(#N)C=1C=CC2=CC=CC(=C2C1)C#N 3,5-dicyanonaphthalene